C(#C)C1=NC2=C(N1C)C=CC(=C2)C2=C(C1=C(N=CN=C1N)N2C)C2=CC(=C(C=C2)OC2=NC=CC(=N2)C)F 6-(2-ethynyl-1-methyl-1H-benzo[d]imidazol-5-yl)-5-(3-fluoro-4-((4-methylpyrimidin-2-yl)oxy)phenyl)-7-methyl-7H-pyrrolo[2,3-d]pyrimidin-4-amine